3-(1H-imidazole-1-yl)-5-(trifluoromethyl)aniline N1(C=NC=C1)C=1C=C(N)C=C(C1)C(F)(F)F